OC1=CC=C(C=C1)N1CCN(CC1)C(CCC1=CC=CC2=CC=CC=C12)=O 1-[4-(4-Hydroxyphenyl)-piperazin-1-yl]-3-naphthalen-1-yl-propan-1-one